chromonone O1C(CC(C2=CC=CC=C12)=O)=O